2-(5-bromo-3-(2,2,2-trifluoroacetyl)-1H-inden-1-yl)-N-cycloheptylacetamide BrC=1C=C2C(=CC(C2=CC1)CC(=O)NC1CCCCCC1)C(C(F)(F)F)=O